(Z)-2-methyl-N-phenylundecane-1-imine oxide CC(\C=[N+](\C1=CC=CC=C1)/[O-])CCCCCCCCC